behenyl stearate C(CCCCCCCCCCCCCCCCC)(=O)OCCCCCCCCCCCCCCCCCCCCCC